(S)-3-(4-(2-acetamidoethoxy) phenyl)-2-aminopropionate hydrochloride Cl.C(C)(=O)NCCOC1=CC=C(C=C1)C[C@@H](C(=O)O)N